6-Chloro-7-(2-fluoro-6-hydroxyphenyl)-1-(2-methyl-6-(2-propanyl)phenyl)-4-((2S)-2-methyl-4-(2-propenoyl)-1-piperazinyl)pyrido[2,3-d]pyrimidin-2(1H)-one ClC1=CC2=C(N(C(N=C2N2[C@H](CN(CC2)C(C=C)=O)C)=O)C2=C(C=CC=C2C(C)C)C)N=C1C1=C(C=CC=C1O)F